tert-butyl-(7-hydroxy-5,6,7,8-tetrahydronaphthalen-1-yl) carbamate C(N)(OC1=C(C=CC=2CCC(CC12)O)C(C)(C)C)=O